N=1SN=C2C1C=CC=C2CNC(N(C)OC)=O 3-(2,1,3-benzothiadiazol-4-ylmethyl)-1-methoxy-1-methyl-urea